C(#N)C1=CC=C(CNC(=O)C2=NN(C=3C(N(CCC32)CC3(CC3)S(=O)(=O)CC)=O)C)C=C1 N-(4-Cyanobenzyl)-6-((1-(ethylsulfonyl)cyclopropyl)methyl)-1-methyl-7-oxo-4,5,6,7-tetrahydro-1H-pyrazolo[3,4-c]pyridine-3-carboxamide